2-[4,8,11-tris(carboxymethyl)-1,4,8,11-tetrazacyclotetradec-1-yl]acetic acid C(=O)(O)CN1CCN(CCCN(CCN(CCC1)CC(=O)O)CC(=O)O)CC(=O)O